N[C@@H](CO)[C@@H](CCCCCCCCCCCCCCCCCCCCCCCCCCCCCC)O (2S,3R)-2-aminotritriacontane-1,3-diol